1,6-DIAZANONAN-2-ONE NC(CCCNCCC)=O